C(\C=C\C1=CC(O)=C(OC)C=C1)(=O)[O-].[Na+] sodium isoferulate